C(C#C)OC1=C(C=CC(=C1)S(=O)(=O)N)C1=CC=CC=C1 propargyloxy-4-biphenylsulfonamide